COC1=C(C=C(C=C1)C(CN1C([C@@H]2N(CCNC2)CC1)=O)C)C=1C=NN(C1)C (9aR)-8-(2-(4-Methoxy-3-(1-methyl-1H-pyrazol-4-yl)phenyl)propyl)-9-oxooctahydro-2H-pyrazino[1,2-a]pyrazin